2-[2-[3-[tert-butyl(dimethyl)silyl]oxypropoxy]ethoxy]-3-chloro-5-[1-(4-hydroxyphenyl)-1-methyl-ethyl]benzonitrile [Si](C)(C)(C(C)(C)C)OCCCOCCOC1=C(C#N)C=C(C=C1Cl)C(C)(C)C1=CC=C(C=C1)O